tertiary-butyl-piperidine C(C)(C)(C)N1CCCCC1